O[C@@H](C)CCC1=CC=CC=C1 (S)-2-Hydroxy-4-phenylbutane